FC1CN(C1)C(=O)NC1=CC(=C(C=C1)F)N1N=C2N=CC(=CC2=C1)N1C2COCC1C2 3-fluoro-N-[4-fluoro-3-(5-{3-oxa-6-azabicyclo[3.1.1]heptan-6-yl}-2H-pyrazolo[3,4-b]pyridin-2-yl)phenyl]azetidine-1-carboxamide